(E)-N-(5-(3-cyano-4-(4-(4-oxopent-2-enoyl)piperazin-1-yl)quinolin-6-yl)-2-methoxypyridin-3-yl)-2,4-difluorobenzenesulfonamide C(#N)C=1C=NC2=CC=C(C=C2C1N1CCN(CC1)C(\C=C\C(C)=O)=O)C=1C=C(C(=NC1)OC)NS(=O)(=O)C1=C(C=C(C=C1)F)F